decyl hexanedioate C(CCCCC(=O)[O-])(=O)OCCCCCCCCCC